4-{2-[2-(naphthalene-2-sulfonamido)-4-(trifluoromethyl)phenyl]ethynyl}benzoic acid C1=C(C=CC2=CC=CC=C12)S(=O)(=O)NC1=C(C=CC(=C1)C(F)(F)F)C#CC1=CC=C(C(=O)O)C=C1